OC1=C(C=C(C=C1)C1=NNC(C2=CC=CC=C12)=O)C 4-(4-Hydroxy-3-methylphenyl)-1(2H)-phthalazinone